CN(C1=C(C=NC2=C(C=CC=C12)C1=C(C(=CC(=C1)F)F)F)NC(=O)[C@H]1CCOC2=CC=CC=C12)C (S)-N-(4-(dimethylamino)-8-(2,3,5-trifluorophenyl)quinolin-3-yl)chroman-4-carboxamide